3-{4-[(1S,4S,5R)-5-([3-(2-chloro-6-fluorophenyl)-5-cyclopropyl-1,2-oxazol-4-yl]methoxy)-2-azabicyclo[2.2.1]heptan-2-yl]-3-fluorophenyl}-N-(oxane-4-sulfonyl)propanamide ClC1=C(C(=CC=C1)F)C1=NOC(=C1CO[C@H]1[C@@H]2CN([C@H](C1)C2)C2=C(C=C(C=C2)CCC(=O)NS(=O)(=O)C2CCOCC2)F)C2CC2